6-[5-(difluoromethyl)-1,3,4-oxadiazol-2-yl]-2-[(1R*,2R*)-2-hydroxy-1-phenyl-2-(pyridin-2-yl)ethyl]-2,3-dihydro-1H-isoindol-1-one FC(C1=NN=C(O1)C1=CC=C2CN(C(C2=C1)=O)[C@@H]([C@H](C1=NC=CC=C1)O)C1=CC=CC=C1)F |o1:17,18|